FC12CC(C1)(C2)C=CCCCCCCCCCCCCCCC(=O)O 17-(3-fluoro-bicyclo[1.1.1]pent-1-yl)heptadec-16-enoic acid